((1R,3S,4S)-3-fluoro-4-hydroxycyclohexyl)carbamic acid benzyl ester C(C1=CC=CC=C1)OC(N[C@H]1C[C@@H]([C@H](CC1)O)F)=O